(2S,4S)-4-fluoropyrrolidine-2-carbonitrile F[C@H]1C[C@H](NC1)C#N